N1C(=NC=C1)COC=1C(=NC=CC1)N1N=CC(=C1)C(=O)NC1=CC(=CC(=C1)NS(=O)(=O)C)Cl 1-(3-((1H-imidazol-2-yl)methoxy)pyridin-2-yl)-N-(3-chloro-5-(methylsulfonamido)phenyl)-1H-pyrazole-4-carboxamide